6-fluoro-4-(4,4,5,5-tetramethyl-1,3,2-dioxaborolan-2-yl)-5-[2-(triisopropylsilyl)ethynyl]naphthalene-2-carbonitrile FC=1C(=C2C(=CC(=CC2=CC1)C#N)B1OC(C(O1)(C)C)(C)C)C#C[Si](C(C)C)(C(C)C)C(C)C